OC1=CC(=CC(=C1[C@H]1[C@@H](CCC(=C1)C)C(=C)C)OS(=O)(=O)[O-])CCCCC.OCC[NH3+] 2-hydroxyethan-1-aminium (1'R,2'R)-6-hydroxy-5'-methyl-4-pentyl-2'-(prop-1-en-2-yl)-1',2',3',4'-tetrahydro-[1,1'-biphenyl]-2-yl-sulfate